C1=CC=CC=2C3=CC=CC=C3N(C12)C1=C(C#N)C(=CC=C1)C1=CC2=C(OC3C2C=C(C=C3)B3OC(C(O3)(C)C)(C)C)C=C1 2-(9H-carbazol-9-yl)-6-(8-(4,4,5,5-tetramethyl-1,3,2-dioxaborolan-2-yl)-5a,9a-dihydrodibenzo[b,d]furan-2-yl)benzonitrile